4-methoxy-[3,4'-bipyridin]-2'(1'H)-one COC1=C(C=NC=C1)C1=CC(NC=C1)=O